N-((3S,4S)-3-((8-((2-(3-aminopyrrolidin-1-yl)ethyl)amino)-6-(2,6-dichloro-3,5-dimethoxyphenyl)pyrido[3,4-d]pyrimidin-2-yl)amino)tetrahydro-2H-pyran-4-yl)acrylamide NC1CN(CC1)CCNC1=NC(=CC2=C1N=C(N=C2)N[C@@H]2COCC[C@@H]2NC(C=C)=O)C2=C(C(=CC(=C2Cl)OC)OC)Cl